4-methyl-N-[[3-methyl-2-(3-pyridinyl)-1H-indol-5-yl]methyl]pyrimidine-5-carboxamide CC1=NC=NC=C1C(=O)NCC=1C=C2C(=C(NC2=CC1)C=1C=NC=CC1)C